6-chloro-4-(5-fluoroindolin-1-yl)pyrido[3,2-d]pyrimidine ClC=1C=CC=2N=CN=C(C2N1)N1CCC2=CC(=CC=C12)F